C[C@@H]1[C@H](C1)B(O)O ((1S,2S)-2-methylcyclopropyl)boronic acid